N,N'-Bis(3,5-di-tert-butyl-4-hydroxyphenylpropionyl)hexamethylenediamide C(C)(C)(C)C=1C=C(C=C(C1O)C(C)(C)C)CCC(=O)[N-]CCCCCC[N-]C(CCC1=CC(=C(C(=C1)C(C)(C)C)O)C(C)(C)C)=O